3-(3-bromobenzyl)-3-(4-((3-bromopropyl)amino)-1,2,5-oxadiazol-3-yl)-1,2,4-oxadiazol-5(4H)-one BrC=1C=C(CC2(NOC(N2)=O)C2=NON=C2NCCCBr)C=CC1